NC1CCN(CC1)CC1=CC=C(C=C1)N1C(=NC=2C1=NC=C(C2)C2=CC=CC=C2)C=2C(=NC=CC2)N 3-(3-(4-((4-Aminopiperidin-1-yl)methyl)phenyl)-6-phenyl-3H-imidazo[4,5-b]pyridin-2-yl)pyridin-2-amine